(3S,5R)-4,4-difluoro-3-methyl-5-[3-[[1-methyl-3-[2-(methylamino)-2-oxo-ethoxy]-6-nitro-2-oxo-8-quinolinyl]oxy]propyl]piperidine-1-carboxylic acid tert-butyl ester C(C)(C)(C)OC(=O)N1C[C@@H](C([C@@H](C1)CCCOC=1C=C(C=C2C=C(C(N(C12)C)=O)OCC(=O)NC)[N+](=O)[O-])(F)F)C